N-{6,7-dimethoxy-1H,2H,3H-cyclopenta[b]quinolin-9-yl}-2,2,6,6-tetramethylpiperidin-4-amine COC=1C(=CC=2C(=C3C(=NC2C1)CCC3)NC3CC(NC(C3)(C)C)(C)C)OC